C(=O)NC1=C(C(=O)N)C=CC=C1 o-formamidobenzamide